ClC=1C=C(C=2N(N1)C=CN2)[C@@H]2[C@H](C2)C2=CC=C1C=CC(N(C1=C2)CC(F)(F)F)=O 7-((1S,2S)-2-(6-chloroimidazo[1,2-b]pyridazin-8-yl)cyclopropyl)-1-(2,2,2-trifluoroethyl)quinolin-2(1H)-one